(2S)-1-[6-[2-[5-(aminomethyl)pyrimidin-2-yl]-5-cyanophenoxy]-2-methylpyrimidin-4-yl]pyrrolidine-2-carbonitrile NCC=1C=NC(=NC1)C1=C(OC2=CC(=NC(=N2)C)N2[C@@H](CCC2)C#N)C=C(C=C1)C#N